C(C)(C)(C)OC(=O)N(CCCC)C1=C(C(=CC=C1)C1=CC=CC=C1)C(=O)O ((tert-Butoxycarbonyl)(butyl)amino)-[1,1'-biphenyl]-2-carboxylic acid